N1=NN=CC=2C(C3=CC=CC=C3C(C12)=O)=O triazaanthraquinone